6-Benzyloxy-2,2-dimethylhexanoic acid ethyl ester C(C)OC(C(CCCCOCC1=CC=CC=C1)(C)C)=O